2-Chloro-6-methyl-N-(4-(6-oxo-1,6-dihydropyridin-2-yl)benzyl)benzamide ClC1=C(C(=O)NCC2=CC=C(C=C2)C=2NC(C=CC2)=O)C(=CC=C1)C